N-(6-chloropyridin-3-yl)-6-(1-(1-fluorocyclopropyl)ethoxy)isoquinolin-1-amine ClC1=CC=C(C=N1)NC1=NC=CC2=CC(=CC=C12)OC(C)C1(CC1)F